C(C1=CC=CC=C1)C1=CC=C(C)C=C1 para-mono-benzyltoluene